N1(CCC1)CCN1C(N(C2=NC=C(C=C21)C2=CC(=CC=C2)C(F)(F)F)C(C2=CC=CC=C2)(C2=CC=CC=C2)C2=CC=CC=C2)=O 1-(2-(azetidin-1-yl)ethyl)-6-(3-(trifluoromethyl)phenyl)-3-trityl-1H-imidazo[4,5-b]Pyridin-2(3H)-one